F[C@H]1[C@H]([C@@]2(CN([C@]1(C2)C)C)C)OC2=CC=C(N=N2)C2=C(C=C(C=C2)N2N=CC=C2)O 2-(6-(((1S,4S,5S,6R)-6-fluoro-1,2,4-trimethyl-2-azabicyclo[2.2.1]heptan-5-yl)oxy)pyridazin-3-yl)-5-(1H-pyrazol-1-yl)phenol